5-(5-bromopyrimidin-2-yl)thiazole BrC=1C=NC(=NC1)C1=CN=CS1